(2-((2R,3S,4S,5S,6R)-6-((6-(3-(hex-5-yn-1-yl)ureido)pyridin-3-yl)oxy)-3,4,5-trihydroxytetrahydro-2H-pyran-2-yl)ethyl)phosphonic acid C(CCCC#C)NC(NC1=CC=C(C=N1)O[C@@H]1[C@H]([C@H]([C@@H]([C@H](O1)CCP(O)(O)=O)O)O)O)=O